O=C1OCC2=C3C(=CC=C12)OC1(CO3)CN(C1)C(=O)OC(C)(C)C tert-butyl 7'-oxo-7',9'-dihydro-2'H-spiro[azetidine-3,3'-[1,4]dioxino[2,3-e]isobenzofuran]-1-carboxylate